2-(4-amino-3-fluorophenyl)-1,1,1,3,3,3-hexafluoropropan-2-ol NC1=C(C=C(C=C1)C(C(F)(F)F)(C(F)(F)F)O)F